N1(CC1)C=1C(=C(C(=C(C(=O)N)C1)[N+](=O)[O-])N)O 5-(Aziridin-1-yl)-4-hydroxy-amino-2-nitrobenzamide